FC(S(=O)(=O)NC1=C(C=C(C=C1)C1=NNC(=C1C(=O)N)NC=1C=NC(=CC1)OC)OCC1=CC=C(C=C1)F)F 3-(4-((difluoromethyl)sulfonamido)-3-((4-fluorobenzyl)oxy)phenyl)-5-((6-methoxypyridin-3-yl)amino)-1H-pyrazole-4-carboxamide